4-amino-1-(4-((5-fluoro-2-methoxybenzamido)methyl)phenyl)-3-morpholino-1H-pyrazole-5-carboxamide NC=1C(=NN(C1C(=O)N)C1=CC=C(C=C1)CNC(C1=C(C=CC(=C1)F)OC)=O)N1CCOCC1